phosphorus lithium oxalate C(C(=O)[O-])(=O)[O-].[Li+].[P+3].C(C(=O)[O-])(=O)[O-]